C(C1=CC=CC=C1)(C1=CC=CC=C1)(C1=CC=CC=C1)N1C=C(C[C@H](N)C(=O)O)N=C1 N'-(trityl)-L-histidine